C[Zr](N(C)C)(C)(C)C tetramethyl-(dimethylamino)zirconium